2-methyl-1-((4-(3-(trifluoromethyl)phenoxy)-6-((3-(trifluoromethyl)phenyl)amino)-1,3,5-triazin-2-yl)amino)propan-2-ol CC(CNC1=NC(=NC(=N1)OC1=CC(=CC=C1)C(F)(F)F)NC1=CC(=CC=C1)C(F)(F)F)(C)O